C(C)(C)(C)OC([C@H](CC1=CC=C(C=C1)[N+](=O)[O-])NC(C(=O)NC1=C(C=CC(=C1)Cl)N(CC=C)CC=C)=O)=O (S)-2-(2-((5-chloro-2-(diallylamino)phenyl)amino)-2-oxoacetamido)-3-(4-nitrophenyl)propanoic acid tert-butyl ester